OC(=O)C(F)(F)F.C1(=CC=CC=C1)C=1C=C(C=C2CNCC12)NC(C1=CN=CC=C1)=O N-(7-phenylisoindolin-5-yl)nicotinamide TFA salt